methyl 3-bromo-6-chloropyrazine-2-carboxylate BrC=1C(=NC(=CN1)Cl)C(=O)OC